3-(7-((3r,5s)-3,5-dimethyl-4-(piperidin-4-ylmethyl)piperazin-1-yl)-1-methyl-1H-indazol-3-yl)piperidine-2,6-dione C[C@@H]1CN(C[C@@H](N1CC1CCNCC1)C)C=1C=CC=C2C(=NN(C12)C)C1C(NC(CC1)=O)=O